BrC=1C=NC=C(C1C=O)F 3-bromo-5-fluoro-pyridine-4-carbaldehyde